COC=1C=C(C(=O)OCC)C=C(C1OC)OC ethyl 3,4,5-trimethoxybenzoate